Cl.C(C)N=C=NCCCN(C)C 1-Ethyl-3-(3-dimethylaminopropyl)carbodiimide HCl salt